I.FC(C1=CC=C(CNC)C=C1)(F)F 4-trifluoromethyl-benzyl-methylamine hydroiodic acid salt